1-(4-(methylthio)phenyl)-2-nitropropane-1,3-diol CSC1=CC=C(C=C1)C(C(CO)[N+](=O)[O-])O